O([C@H]1[C@H](O)[C@@H](O)[C@H](O)[C@H](O1)C(=O)O)C1=CC=C2C=CC=NC2=C1O 8-Hydroxy-7-quinolinyl beta-D-glucopyranosiduronic acid